COC1=C(C2=CC=CC=C2C=C1)CC1=C(C=CC2=CC=CC=C12)C(=O)OCCN(CC)CC 2-(diethylamino)ethyl 1-[(2-methoxynaphthalen-1-yl)methyl]naphthalene-2-carboxylate